C1(C=CC=C1)[Ti](C1=C(C(=CC=C1F)N(CC)S(=O)(=O)C1=CC=C(C)C=C1)F)(C1=C(C(=CC=C1F)N(CC)S(=O)(=O)C1=CC=C(C)C=C1)F)C1C=CC=C1 bis(cyclopentadienyl)bis[2,6-difluoro-3-(N-ethyl-(4-toluenesulfonyl)amino)phenyl]titanium